COC=1C=C(OC2=CC=NC3=CC=C(C=C23)C=2OC=CC2)C=C(C1)OC 4-(3,5-Dimethoxyphenoxy)-6-(furan-2-yl)quinoline